(Z)-3-((1H-imidazol-2-yl)methylene)-5-(8'-methyl-1',2'-dihydrospiro[cyclopropane-1,3'-pyrido[2,3-b][1,4]oxazin]-7'-yl)indolin-2-one N1C(=NC=C1)\C=C\1/C(NC2=CC=C(C=C12)C1=C(C2=C(OC3(CN2)CC3)N=C1)C)=O